4,5-dichloro-2-[[3-(hydroxymethyl)pyrrolidin-1-yl]methyl]phenol ClC1=CC(=C(C=C1Cl)O)CN1CC(CC1)CO